CC(C)N(C(=O)NC=1C=C2C(=CNC2=CC1)C1CCN2CCCCC2CC1)C1=CC=CC=C1 (2-propyl)phenyl-N'-(3-(1-azabicyclo[5.4.0]undecan-4-yl)-1H-indol-5-yl)urea